tert-butyl (Z)-2-((1-(6-(tert-butyl)pyridin-3-yl)-2,2-dicyanovinyl)imino)-5-methyl-1,3-thiazinane-3-carboxylate C(C)(C)(C)C1=CC=C(C=N1)C(=C(C#N)C#N)\N=C\1/SCC(CN1C(=O)OC(C)(C)C)C